C1(CC1)C1=NC(=NO1)COC=1C=C(C=CC1OC)NC1=NC=CC(=N1)NC N2-(3-((5-cyclopropyl-1,2,4-oxadiazol-3-yl)methoxy)-4-methoxyphenyl)-N4-methylpyrimidine-2,4-diamine